NCCN1C=CC=2C(C(=CC(C12)=O)C=1C=NC=C(C1)F)=O (2-aminoethyl)-5-(5-fluoro-3-pyridinyl)-1H-indole-4,7-dione